CN1N=NC2=C1C=CC(=C2C)C(C(C(=O)O)(C)C)C2=CC(=C(C=C2)C)CN2C[C@H](OC1=C(C2)C=C2C=CC=CC2=C1)CC 3-(1,4-dimethyl-1H-benzo[d][1,2,3]triazol-5-yl)-3-(3-(((R)-2-ethyl-2,3-dihydronaphtho[2,3-f][1,4]oxazepin-4(5H)-yl)methyl)-4-methylphenyl)-2,2-dimethylpropionic acid